3-(1-(2-Chloro-4-fluorophenyl)cyclopropyl)-5-(1-(2-(methylsulfonyl)ethyl)-1,4,5,6-tetrahydrocyclopenta[c]pyrazol-3-yl)-1,2,4-oxadiazole ClC1=C(C=CC(=C1)F)C1(CC1)C1=NOC(=N1)C=1C2=C(N(N1)CCS(=O)(=O)C)CCC2